ureido-4[1H]pyrimidinone isocyanate [N-]=C=O.N(C(=O)N)N1C=NC(C=C1)=O